C(C)(C)(C)OP(OC(C)(C)C)N(C(C)C)C(C)C Di-t-butyl-N,N-diisopropylphosphoramidite